OC1=NC=2C=CC3=C(C2C=C1)C1=C(S3)C(N[C@H](CN1)C)=O (S)-3-hydroxy-10-methyl-9,10,11,12-tetrahydro-8H-[1,4]diazepino[5',6':4,5]thieno[3,2-f]quinolin-8-one